ClC1=NC=CC=2C=3C(C(N(C12)C)C([2H])([2H])[2H])=NN(N3)C 6-chloro-2,5-dimethyl-4-(methyl-d3)-4,5-dihydro-2H-[1,2,3]triazolo[4,5-c][1,7]naphthyridine